methoxy-2H-benz[g]indazole CON1N=C2C3=C(C=CC2=C1)C=CC=C3